1-(2,6-difluoro-4-iodophenyl)-2-(2-fluoro-2-methylpropyl)-4-methyl-2,3,4,9-tetrahydro-1H-pyrido[3,4-b]indole FC1=C(C(=CC(=C1)I)F)C1N(CC(C2=C1NC1=CC=CC=C21)C)CC(C)(C)F